C1(=CC=C(C=C1)C1=CC(=CC=2C3=C(SC21)C(=CC=C3)C=3C=C(C=CC3)C3=NC(=NC(=N3)C3=CC=CC=C3)C3=CC=CC=C3)C3=CC=C(C=C3)C3=CC=CC=C3)C3=CC=CC=C3 2-(3-(6,8-bis([1,1'-biphenyl]-4-yl)dibenzo[b,d]thiophen-4-yl)phenyl)-4,6-diphenyl-1,3,5-triazine